COCCN1C=CC2=C1N=CNC2 7-(2-methoxyethyl)-3H,4H,7H-pyrrolo[2,3-d]pyrimidin